N'-(4-fluoro-2,6-diisopropylphenylcarbamoyl)-3-(2-hydroxypropan-2-yl)benzenesulfonimidamide FC1=CC(=C(C(=C1)C(C)C)NC(=O)N=S(=O)(N)C1=CC(=CC=C1)C(C)(C)O)C(C)C